Cl.S1C(=CC=C1)C=1SC2=C(N1)C=CC(=C2)N 2-(thiophen-2-yl)benzo[d]thiazol-6-amine hydrochloride